N(=[N+]=[N-])CCOCCOCCOCCNC1=C2C(N(C(C2=CC=C1)=O)C1C(NC(CC1)=O)=O)=O 4-[2-[2-[2-(2-azidoethoxy)ethoxy]ethoxy]ethylamino]-2-(2,6-dioxo-3-piperidyl)isoindoline-1,3-dione